C[Si](C#CCN1CC2(C1)OCCN(C2)C(=O)OC(C)(C)C)(C)C Tert-butyl 2-(3-(trimethylsilyl)prop-2-yn-1-yl)-5-oxa-2,8-diazaspiro[3.5]nonane-8-carboxylate